N[C@@](C)(CC)C(=O)O (-)-isovaline